C(=CC=CC=CCCCCCCCCCCCCCCCC)O docosatrienol